acrylamidodimethyl-octadecyl-ammonium bromide [Br-].C(C=C)(=O)N[N+](CCCCCCCCCCCCCCCCCC)(C)C